1-(5-bromo-2-hydroxymethylphenyl)-3-[3-(2-hydroxyethylamino)-5-trifluoromethoxyphenyl]urea BrC=1C=CC(=C(C1)NC(=O)NC1=CC(=CC(=C1)OC(F)(F)F)NCCO)CO